N[C@]1(CN(CC1)C1=C(C(=C(C=C1Cl)Cl)CC)CN1C2=NC=NC(=C2N=C1)N)C(=O)N1CCS(CC1)(=O)=O (R)-(3-Amino-1-(2-((6-amino-9H-purin-9-yl)methyl)-4,6-Dichloro-3-ethylphenyl)pyrrolidin-3-yl)(1,1-Dioxidothiomorpholino)methanon